C(C1CC(C(C(C1)C(CC)CC)N)C(CC)CC)C1CC(C(C(C1)C(CC)CC)N)C(CC)CC 4,4'-methylenebis(2,6-di(3-pentyl)cyclohexylamine)